C(C1=CC=CC=C1)(=O)C1=CC=C(C(=O)N[C@H]2[C@@H](CNC2)NC(=O)C2=CC=NC=C2)C=C1 N-[(3R,4R)-4-(4-benzoylbenzamido)pyrrolidin-3-yl]pyridine-4-carboxamide